BrC1=C(C)C(=CC(=C1)[N+](=O)[O-])Br 2,6-dibromo-4-nitrotoluene